Cl.CNC1CC2=C(OC1)C=CS2 N-methyl-6,7-dihydro-5H-thieno[3,2-b]pyran-6-amine hydrochloride